1,5,9-trimethyl-13-oxabicyclo-[10.1.0]Tridec-4,8-diene CC12CCC=C(CCC=C(CCC2O1)C)C